C1(CCCCC1)(N)N (R/S)-cyclohexanediamine